ClC=1C=C(C=NC1OC)[C@@H]1CC[C@H](CC1)CN(C(=O)[C@@H]1CC[C@H](CC1)O)C1=CC(=CC=C1)C=1C=NN(C1)C1CC1 trans-N-((trans-4-(5-chloro-6-methoxypyridin-3-yl)cyclohexyl)methyl)-N-(3-(1-cyclopropyl-1H-pyrazol-4-yl)phenyl)-4-hydroxycyclohexane-carboxamide